2-(4-(3-((6-chloronaphthalen-2-yl)amino)-2-hydroxypropyl)piperazin-1-yl)benzonitrile ClC=1C=C2C=CC(=CC2=CC1)NCC(CN1CCN(CC1)C1=C(C#N)C=CC=C1)O